3,4-dihydro-2H-spiro[naphthalene-1,4'-piperidine] N1CCC2(CC1)CCCC1=CC=CC=C12